6-(4-(2,4-Difluorophenoxy)piperidin-1-yl)-5-Nitronicotinic acid methyl ester COC(C1=CN=C(C(=C1)[N+](=O)[O-])N1CCC(CC1)OC1=C(C=C(C=C1)F)F)=O